N1(C=NC2=C1C=CC=C2)C2=CC(=NC=C2)C(=O)NC=2C=C(CN1C[C@H](CCC1)NC(OC(C)(C)C)=O)C=C(C2)N2C=NC(=C2)C tert-butyl (S)-(1-(3-(4-(1H-benzo[d]imidazol-1-yl)picolinamido)-5-(4-methyl-1H-imidazol-1-yl)benzyl)piperidin-3-yl)carbamate